oxybisbenzenesulfonyl chloride O(C1=C(C=CC=C1)S(=O)(=O)Cl)C1=C(C=CC=C1)S(=O)(=O)Cl